(E)-3,7,11-trimethyldodeca-6,10-dien-1-yl cinnamate C(C=CC1=CC=CC=C1)(=O)OCCC(CC\C=C(\CCC=C(C)C)/C)C